2-chloro-7-(2,6-difluorophenyl)-5,8-dimethyl-7,8-dihydropteridin-6(5H)-one ClC1=NC=2N(C(C(N(C2C=N1)C)=O)C1=C(C=CC=C1F)F)C